BrC1=CC(=C(CNC2=NOC(=N2)C2CC2)C=C1)F N-(4-Bromo-2-fluorobenzyl)-5-cyclopropyl-1,2,4-oxadiazol-3-amine